ClC1=C(C=CC=C1Cl)N1CCN(CC1)C(CC1CC=C(CC1)O[Si](C)(C)C)=O 1-(4-(2,3-Dichlorophenyl)piperazin-1-yl)-2-(4-((trimethylsilyl)oxy)cyclohex-3-en-1-yl)ethan-1-one